C1(CC1)CN(C(=O)OCC1=C(N=NN1C)C1=CC=C(C(=N1)C)OC[C@H]1[C@@H](CC1)C(=O)O)C |r| (±)-(1R,2R)-2-(((6-(5-((((Cyclopropylmethyl)(methyl)carbamoyl)oxy)methyl)-1-methyl-1H-1,2,3-triazol-4-yl)-2-methylpyridin-3-yl)oxy)methyl)cyclobutanecarboxylic acid